2-(hexylthio)-9H-purin-6-amine C(CCCCC)SC1=NC(=C2N=CNC2=N1)N